vinyl-methyl-di(ethoxymethoxy)silane (3R)-3-(2-chlorothiazol-5-yl)-8-ethyl-5-oxo-6-phenyl-2,3-dihydrothiazolo[3,2-a]pyrimidin-8-ium-7-olate ClC=1SC(=CN1)[C@H]1CSC=2N1C(C(=C([N+]2CC)[O-])C2=CC=CC=C2)=O.C(=C)[Si](OCOCC)(OCOCC)C